3-(3-(3,6-dichloro-1H-pyrazolo[3,4-d]pyrimidin-1-yl)propoxy)-5-(2,2-difluorocyclopropyl)-2',5'-dimethyl-2'H-[1,3'-bipyrazol]-4-amine ClC1=NN(C2=NC(=NC=C21)Cl)CCCOC2=NN(C(=C2N)C2C(C2)(F)F)C=2N(N=C(C2)C)C